(S)-3-(3-bromophenyl)-2-(1,3-dioxoisoindolin-2-yl)propionic acid BrC=1C=C(C=CC1)C[C@@H](C(=O)O)N1C(C2=CC=CC=C2C1=O)=O